tert-butyl (1R,2S,5S)-2-({(2S)-4-hydroxy-3-oxo-1-[(3S)-2-oxopyrrolidin-3-yl]butan-2-yl}carbamoyl)-6,6-dimethyl-3-azabicyclo[3.1.0]hexane-3-carboxylate OCC([C@H](C[C@H]1C(NCC1)=O)NC(=O)[C@@H]1[C@H]2C([C@H]2CN1C(=O)OC(C)(C)C)(C)C)=O